C[C@H]1CN(CCN1C1=NC(=NC=2C[C@]3(CCC12)CC1=CC=CC=C1CC3)SC)C(=O)OC(C)(C)C tert-butyl (S)-3-methyl-4-((R)-2'-(methylthio)-3,4,5',8'-tetrahydro-1H,6'H-spiro[naphthalene-2,7'-quinazolin]-4'-yl)piperazine-1-carboxylate